ClC1=C(C=CC=C1)C1CC2(C1)NC(N(C2=O)C2=CN=CC1=CC=C(C=C21)C(=O)NCCOC2=C1C(N(C(C1=CC=C2)=O)C2C(NC(CC2)=O)=O)=O)=O 4-(2-(2-chlorophenyl)-6,8-dioxo-5,7-diazaspiro[3.4]octan-7-yl)-N-(2-((2-(2,6-dioxopiperidin-3-yl)-1,3-dioxoisoindolin-4-yl)oxy)ethyl)isoquinoline-6-carboxamide